methyl (3R,4R)-4-methylpyrrolidine-3-carboxylate HCl salt Cl.C[C@@H]1[C@H](CNC1)C(=O)OC